hexane methyl-ethyl-acetate COC(CCC)=O.CCCCCC